Cl.C(#N)CCNC(=NC1=NC(=CC(=N1)C1=CC=C(C=C1)OC)C1=CC(=CC=C1)[N+](=O)[O-])N 1-(2-cyanoethyl)-2-(4-(4-methoxyphenyl)-6-(3-nitrophenyl)pyrimidin-2-yl)guanidine hydrochloride